NC1=NC=2C=NC(=CC2C2=C1COC2)C(=O)N2C(CCC(C2)C)C=2C=C1COC3(C1=CC2)CC3 (4-amino-1,3-dihydrofuro[3,4-c][1,7]naphthyridin-8-yl)(5-methyl-2-(3'H-spiro[cyclopropane-1,1'-isobenzofuran]-5'-yl)piperidin-1-yl)methanone